NC1=NC2=C(C=C(C=C2C=N1)C1=C(C=CC=C1)F)C1N(CCC1)C(C#CC)=O 1-(2-(2-amino-6-(2-fluorophenyl)quinazolin-8-yl)pyrrolidin-1-yl)but-2-yn-1-one